O=C1N(C=2CCCC(C2C=C1C(=O)N)=O)C1=CC=CC=C1 2,5-dioxo-1-phenyl-1,2,5,6,7,8-hexahydroquinoline-3-carboxamide